propoxyl-triethoxysilane O(CCC)[Si](OCC)(OCC)OCC